ClC=1C=C2C=C(NC2=CC1OCC1=NOC(=C1)C)CNC(=O)C1(CC1)C(F)(F)F N-((5-chloro-6-((5-methylisoxazol-3-yl)methoxy)-1H-indol-2-yl)methyl)-1-(trifluoromethyl)cyclopropane-1-carboxamide